C(CCCCCCCCCCC)[Si](Cl)(C)C 1-dodecyl-dimethyl-chlorosilane